CN(S(=O)(=O)CC1=CC=C(C=C1)C1=CNC(=C1C)C1=CC=CC=C1)C 3-(4-((N,N-Dimethylsulfamoyl)methyl)phenyl)-4-methyl-5-phenyl-1H-pyrrol